FC=1C=C2N=CC(=NC2=CC1)NCC1N(C2CC(C1C)C2)C(C2=C(C=CC(=C2)F)N2N=CC=N2)=O cis-6-fluoro-N-({2-[5-fluoro-2-(2H-1,2,3-triazol-2-yl)benzoyl]-4-methyl-2-azabicyclo[3.1.1]hept-3-yl}methyl)quinoxalin-2-amine